CC(C(=O)C1=CC(=C(C(=C1)OC)OC)OC)=CC1=CNC2=NC=CC=C21 2-methyl-3-(1H-pyrrolo[2,3-b]pyridin-3-yl)-1-(3,4,5-trimethoxyphenyl)propan-2-en-1-one